CP(C=1C=CC=C2C(=CNC12)[N+](=O)[O-])(C)=O Dimethyl-(3-nitro-1H-indol-7-yl)phosphine oxide